OCC(C(C)=O)(C)NC(=O)C=1C(=NN2C1C=C(C=C2)OCC2=NC=CC=C2)C N-(1-hydroxy-2-methyl-3-oxobutan-2-yl)-2-methyl-5-[(pyridin-2-yl)methoxy]pyrazolo[1,5-a]pyridine-3-carboxamide